IC=1C=C(C(=NC1)OC)C(F)(F)F 5-iodo-2-methoxy-3-(trifluoromethyl)pyridine